CC12CC3(CC(CC(C1)(C3)C)C2)NC(CCCCCCSC2=C3CN(C(C3=CC=C2)=O)C2C(NC(CC2)=O)=O)=O N-(3,5-dimethyladamantan-1-yl)-7-((2-(2,6-dioxopiperidin-3-yl)-1-oxoisoindolin-4-yl)thio)heptanamide